CC(C)(C)C=1C=C(C=C(C1)C(C)(C)C)C=1C=C(C=C(C1)C)C1=CC=CC(=C1)C(C)(C)C 3'',5,5''-tris(1,1-dimethylethyl)-5'-methyl[1,1':3',1''-terphenyl]